C(C)C(COCC(CC#N)O)CCCC 4-(2-ethylhexyloxy)-3-hydroxybutyronitrile